F[B-](F)(F)F.C[N+](CCOC)(CC)C N,N-dimethyl-N-ethyl-N-2-methoxyethyl-ammonium tetrafluoroborate